(+/-)-[2-{4-[(3-chloro-1H-pyrrolo[2,3-b]pyridin-4-yl)oxy]-3,5-difluoroanilino}-5,6-dihydro-4H-1,3-oxazin-4-yl]methanol ClC1=CNC2=NC=CC(=C21)OC2=C(C=C(NC=1OCC[C@@H](N1)CO)C=C2F)F |r|